3-Ethyl-7-(2-(piperazin-1-yl)propan-2-yl)quinolin-2(1H)-one hydrobromide Br.C(C)C=1C(NC2=CC(=CC=C2C1)C(C)(C)N1CCNCC1)=O